diethyl-6-oxo-5-azaspiro[2.4]heptane-4,4-dicarboxylic acid C(C)C1(C(NC(C12CC2)(C(=O)O)C(=O)O)=O)CC